tris[2-(3-isopropyl-phenyl)-propyl]aluminum C(C)(C)C=1C=C(C=CC1)C(C[Al](CC(C)C1=CC(=CC=C1)C(C)C)CC(C)C1=CC(=CC=C1)C(C)C)C